C(C)OC(C1=C(C=C(C=C1C=CC1=CC=C(C=C1)C(C)(C)C)C)SC1=CC=C(C=C1)C(C)(C)C)=N ethyl-2-((4-(tert-butyl) phenyl) thio)-6-(4-(tert-butyl) styryl)-4-methylbenzimidate